C(C)(C)C=1C(=NNC1C=1C=C(C=2N(C1)N=CN2)OC)C=2SC(=CN2)C2CCN(CC2)C2COC2 2-(4-isopropyl-5-(8-methoxy-[1,2,4]triazolo[1,5-a]pyridin-6-yl)-1H-pyrazol-3-yl)-5-(1-(oxetan-3-yl)piperidin-4-yl)thiazole